4-(2-(3-chloro-5-fluorophenyl)-6-fluoro-2H-pyrazolo[4,3-b]pyridin-7-yl)-2-cyclopentyl-benzoic acid ClC=1C=C(C=C(C1)F)N1N=C2C(N=CC(=C2C2=CC(=C(C(=O)O)C=C2)C2CCCC2)F)=C1